ClC1=NC=C(C(=C1)C1=C(C=NC(=C1)C)C(=O)NC=1SC(=NN1)OC[C@@H]1C(OCC1)(C)C)OC (R)-2'-chloro-N-(5-((2,2-dimethyltetrahydrofuran-3-yl)methoxy)-1,3,4-thiadiazol-2-yl)-5'-methoxy-6-methyl-(4,4'-bipyridyl)-3-carboxamide